5-(2-Methylcyclopropyl)-1H-pyrazol-3-amine CC1C(C1)C1=CC(=NN1)N